(2S)-N-(4-Fluorophenyl)-2-{1-[(2R)-oxan-2-carbonyl]-1,2,3,4-tetrahydrochinolin-6-yl}propanamid FC1=CC=C(C=C1)NC([C@@H](C)C=1C=C2CCCN(C2=CC1)C(=O)[C@@H]1OCCCC1)=O